1-(2-(piperazin-1-ylmethyl)-5-(trifluoromethyl)benzoyl)piperidine-4-carboxylic acid N1(CCNCC1)CC1=C(C(=O)N2CCC(CC2)C(=O)O)C=C(C=C1)C(F)(F)F